[Na].CC=1C=C2C(=C(N(C2=CC1C(=O)O)CC)CCCCC)CCC(N)=O 5-methyl-1-ethyl-2-pentyl-3-(2-carbamoylethyl)-indole-6-carboxylic acid sodium